C(C=C)(=O)N1CC(CC1)C=1C=C(C=C2C=NC(=NC12)N)C1=CC=C(OC=2C=C(C(=O)O)C=CN2)C=C1 2-(4-(8-(1-propenoylpyrrolidin-3-yl)-2-aminoquinazolin-6-yl)phenoxy)isonicotinic acid